(4-(1-(methyl-d3)-4-(trifluoromethyl)-1H-imidazol-2-yl)phenyl)methanol C(N1C(=NC(=C1)C(F)(F)F)C1=CC=C(C=C1)CO)([2H])([2H])[2H]